Cl.C(C)OC(=O)C1=NN(C=2C(N(CCC21)C2=CC=C1CCNCC1=C2)=O)C2=C(C(=CC=C2)Cl)F 1-(3-Chloro-2-fluorophenyl)-7-oxo-6-(1,2,3,4-tetrahydroisoquinolin-7-yl)-4,5-dihydropyrazolo[3,4-c]pyridine-3-carboxylic acid ethyl ester hydrochloride